COC(=O)[C@H]1C[C@H](N[C@H]1C)C(=O)O (2S,4S,5S)-4-(methoxycarbonyl)-5-methylpyrrolidine-2-carboxylic acid